6-(4-propylpiperazin-1-yl)pyrazine C(CC)N1CCN(CC1)C1=CN=CC=N1